C1(CCCC1)NC1=CC=C(C=C1)C1C(CC2C(N1C(C1=C(C=CC=C1C)F)=O)CCC2)C(=O)NC=2C=C1CCNCC1=CC2 cis-2-[4-(cyclopentylamino)phenyl]-1-(2-fluoro-6-methyl-benzoyl)-N-(1,2,3,4-tetrahydroisoquinolin-6-yl)-2,3,4,4a,5,6,7,7a-octahydrocyclopenta[b]pyridine-3-carboxamide